BrC1=CC=C2C(NC(N(C2=C1)C1=CC(=CC=C1)I)=O)=O 7-bromo-1-(3-iodophenyl)quinazoline-2,4(1H,3H)-dione